2-[[2-(2,6-dioxopiperidin-3-yl)-1,3-dioxoisoindol-5-yl]oxy]acetamide O=C1NC(CCC1N1C(C2=CC=C(C=C2C1=O)OCC(=O)N)=O)=O